C(C)(=O)N1C(CC(CC1(C)C)N1C(C(CC1=O)CCCCCCCCCCCC)=O)(C)C N-(1-Acetyl-2,2,6,6-tetramethyl-4-piperidyl)-2-dodecylsuccinimide